C(C)(C)(C)N1N=C(C=C1C)NC1=CC(=C(C(=N1)C[C@@]1(C[C@H](NCC1)C)C(=O)OC(C)(C)C)F)C(C(C)C)=O tert-butyl (2R,4R)-4-((6-((1-(tert-butyl)-5-methyl-1H-pyrazol-3-yl)amino)-3-fluoro-4-isobutyrylpyridin-2-yl)methyl)-2-methylpiperidine-4-carboxylate